FC1=C(C(=NC(=N1)C1=CC=NC=C1)OC)C(F)(F)F 6-fluoro-4-methoxy-2-(4-pyridyl)5-trifluoromethylpyrimidine